(bromomethyl)-7-methyl-benzofuran BrCC=1OC2=C(C1)C=CC=C2C